1-ethyl-3-methyl-1-imidazolium ethylsulfate C(C)OS(=O)(=O)[O-].C(C)[N+]1=CN(C=C1)C